(R)-3-piperonyl-butyrolactone C(C1=CC=2OCOC2C=C1)[C@@H]1CC(=O)OC1